2-chloro-6-(4,4,5,5-tetramethyl-1,3,2-dioxaborolan-2-yl)isonicotinic acid methyl ester COC(C1=CC(=NC(=C1)B1OC(C(O1)(C)C)(C)C)Cl)=O